FC=1C=CC(=C(C1)C(C=1NC2=CC=CC=C2C1)C1=C(C=CC=C1C(=O)N)C1=CC=C(C=C1)O)OC ((5-fluoro-2-methoxyphenyl)(1H-indol-2-yl)methyl)-4'-hydroxy-[1,1'-biphenyl]-3-carboxamide